OC(CO)C1(CCN(CC1)C(=O)OC(C)(C)C)CO tert-Butyl 4-(1,2-dihydroxyethyl)-4-(hydroxymethyl)piperidine-1-carboxylate